N-[4-(3-bromo-4-cyano-1H-pyrazol-1-yl)-3-sulfamoylphenyl]-2-(2-chlorophenyl)acetamide BrC1=NN(C=C1C#N)C1=C(C=C(C=C1)NC(CC1=C(C=CC=C1)Cl)=O)S(N)(=O)=O